2-chloro-N4-([4-[1-isopropyl-4-(trifluoromethyl)imidazol-2-yl]phenyl]methyl)pyrimidine-4,5-diamine ClC1=NC=C(C(=N1)NCC1=CC=C(C=C1)C=1N(C=C(N1)C(F)(F)F)C(C)C)N